O1CCN(CC1)CC=1C=C(C=C(C1)C(F)(F)F)NC(=O)C1=CSC=2CN(CCC21)C(=O)OC(C)(C)C tert-butyl 3-[[3-(morpholinomethyl)-5-(trifluoromethyl)phenyl]carbamoyl]-5,7-dihydro-4H-thieno[2,3-c]pyridine-6-carboxylate